C1(CC1)CN1C2(COC2)CN(CC1)C(=O)OC(C)(C)C tert-butyl 5-(cyclopropylmethyl)-2-oxa-5,8-diazaspiro[3.5]nonane-8-carboxylate